F[P-](F)(F)(F)(F)F.N1(N=NC2=C1C=CC=C2)O[P+](N2CCCC2)(N2CCCC2)N2CCCC2 benzotriazol-1-yl-oxytris(pyrrolidino)phosphonium hexafluorophosphate